C(C1=CC=CC=C1)N(N)C(CO)CC 2-(1-benzylhydrazino)butan-1-ol